2,2-bis(4-(Methacryloxyethoxypropoxy)phenyl)propane C(C(=C)C)(=O)OCCOCCCOC1=CC=C(C=C1)C(C)(C)C1=CC=C(C=C1)OCCCOCCOC(C(=C)C)=O